N[C@H]1CN(CC1)C=1C=2CCCCC2N=C2C=CC(=CC12)C1=CC(=NC=C1)NC1=CC(=CC=C1)S(=O)(=O)N1CCNCC1 (R)-4-(9-(3-Aminopyrrolidin-1-yl)-5,6,7,8-tetrahydroacridin-2-yl)-N-(3-(piperazin-1-ylsulfonyl)phenyl)pyridin-2-amine